NC1=C(CNC2CCCCC2)C=C(C=C1Br)Br 2-amino-3,5-dibromo-N-cyclohexylbenzylamine